C(C)(C)(C)OC(=O)N1CC(C1)(F)C=1C=C2C(=CC(=NC2=CC1OC)C)N[C@H](C)C1=C(C(=CC=C1)C(F)F)F (R)-3-(4-((1-(3-(difluoromethyl)-2-fluorophenyl)ethyl)amino)-7-methoxy-2-methylquinoline-6-yl)-3-fluoroazetidine-1-carboxylic acid tert-butyl ester